BrC=1C=C(SC1)C(CNC1CCC(CC1)NC(OC(C)(C)C)=O)C1=CC=CC=C1 tert-butyl ((1r,4r)-4-((2-(4-bromothiophen-2-yl)-2-phenylethyl) amino)cyclohexyl)carbamate